(1r,2'R,4R)-4-(3-chloroanilino)-2'-(4-phenoxyphenyl)-2',3'-dihydrospiro[cyclohexane-1,1'-indene]-4-carboxylic acid ClC=1C=C(NC2(CCC3([C@H](CC4=CC=CC=C34)C3=CC=C(C=C3)OC3=CC=CC=C3)CC2)C(=O)O)C=CC1